NC1=NON=C1C1=NN=C(N1N)N 3-amino-4-(4,5-diamino-1,2,4-triazol-3-yl)-furazan